(R)-4-(3H-[1,2,3]triazolo[4,5-b]pyridin-3-yl)-2-fluoro-N-(3-(isoxazol-4-yl)pyridin-2-yl)-N-(piperidin-3-yl)benzamide N1=NN(C2=NC=CC=C21)C2=CC(=C(C(=O)N([C@H]1CNCCC1)C1=NC=CC=C1C=1C=NOC1)C=C2)F